C(C)(C)(C)OC(=O)NC(C(=O)O)C(C)(C)O 2-((tert-butoxycarbonyl)amino)-3-hydroxy-3-methylbutanoic acid